[Re].[W].[Os].C1(=CC(=CC=C1)CC=1C(=O)NC(C1)=O)CC=1C(=O)NC(C1)=O m-phenylenebiscitraconimide osmium-tungsten-rhenium